5-methyl-2,2,3,3-tetrakis(trifluoromethyl)tetrahydrofuran CC1CC(C(O1)(C(F)(F)F)C(F)(F)F)(C(F)(F)F)C(F)(F)F